6-{[(1R)-1-(4-chlorophenyl)-7-fluoro-5-[1-(4-fluorooxan-4-yl)-1-hydroxypropyl]-3-oxo-1-[(3S)-oxocyclopent-3-yloxy]-2,3-dihydro-1H-isoindol-2-yl]methyl}pyridine-3-carbonitrile ClC1=CC=C(C=C1)[C@@]1(N(C(C2=CC(=CC(=C12)F)C(CC)(O)C1(CCOCC1)F)=O)CC1=CC=C(C=N1)C#N)O[C@@H]1CC(CC1)=O